(R)-N-(5-cyano-2,3-dihydro-1H-inden-1-yl)-1-methyl-1H-pyrazole-4-carboxamide C(#N)C=1C=C2CC[C@H](C2=CC1)NC(=O)C=1C=NN(C1)C